C(C)(C)(C)C1=C(C=CC=C1)OC 1-tertiary butyl-2-methoxybenzene